ethyl 4-(1-hydroxy-2-oxo-2-(thiazol-4-ylamino)ethyl)-2-methylbenzoate OC(C(NC=1N=CSC1)=O)C1=CC(=C(C(=O)OCC)C=C1)C